4-nitroaniline dichloride [Cl-].[Cl-].[N+](=O)([O-])C1=CC=C(N)C=C1